C([C@@H]1[C@H]([C@@H]([C@@]([C@H](O1)O)(N)O)O)O)O O-mannosamine